(E)-3-(6-aminopyridin-3-yl)-N-((5-(4-(4,4-difluoropiperidine-1-carbonyl)phenyl)-7-(4-fluorophenyl)pyrazolo[1,5-a]pyrimidin-2-yl)methyl)acrylamide NC1=CC=C(C=N1)/C=C/C(=O)NCC1=NN2C(N=C(C=C2C2=CC=C(C=C2)F)C2=CC=C(C=C2)C(=O)N2CCC(CC2)(F)F)=C1